N1C=CC=2C1=NC=CC2C(C)OC=2C=C1C(=NNC1=CC2)C=2C=CC(=NC2)N2CCS(CC2)(=O)=O 4-(5-(5-(1-(1H-pyrrolo[2,3-b]pyridin-4-yl)ethoxy)-1H-indazol-3-yl)pyridin-2-yl)thiomorpholine 1,1-dioxide